CS(=O)(=O)OCCC1=CC=C(C=C1)I 2-(4-iodophenyl)ethyl methanesulfonate